1-tert-butyl-2-(2-nitro-5-chlorophenoxy)-4-methylbenzene C(C)(C)(C)C1=C(C=C(C=C1)C)OC1=C(C=CC(=C1)Cl)[N+](=O)[O-]